C1(=C(CCCC1)N)N trans-1,2-cyclohexenediamine